tetrahydro-1H-pyrrolizine-7a(5H)-carboxylic acid methyl ester COC(=O)C12CCCN2CCC1